FC1=CC=C(CC2=C(C(=NC(=C2)C)C(=O)OC)O)C=C1 methyl 4-(4-fluorobenzyl)-3-hydroxy-6-methylpicolinate